(S)-(+)-3-quinuclidinol C1CN2CCC1[C@@H](C2)O